Ethyl-2-ethyl-2-{[6-({(1S,2S)-2-[(2-fluoroethoxy)methyl]cyclopropyl}methoxy)-5-(3-methoxyazetidin-1-yl)pyridin-2-carbonyl]amino}butanoat C(C)OC(C(CC)(NC(=O)C1=NC(=C(C=C1)N1CC(C1)OC)OC[C@@H]1[C@H](C1)COCCF)CC)=O